4-((3R,4S)-3-Fluoro-1-methylpiperidin-4-yl)-N-(6-((2-fluorophenyl)amino)-1H-indazol-3-yl)benzamid F[C@H]1CN(CC[C@H]1C1=CC=C(C(=O)NC2=NNC3=CC(=CC=C23)NC2=C(C=CC=C2)F)C=C1)C